COC(CC=O)(C)C 3-methoxy-3-methyl-butanal